C(C)S(=O)(=O)C=1C(=NC=CC1)C=1OC2=C(N1)C=C(C=C2)S(C(F)(F)F)(=O)=N [2-(3-ethylsulfonyl-2-pyridyl)-1,3-benzoxazol-5-yl]-imino-oxo-(trifluoromethyl)-λ6-sulfane